methyl (S)-3-amino-3-(6-chloro-4-(3-fluoro-2,6-dimethylphenyl)pyridin-2-yl)propanoate N[C@@H](CC(=O)OC)C1=NC(=CC(=C1)C1=C(C(=CC=C1C)F)C)Cl